2-butyl-1-(4-((dimethylamino)methyl)benzyl)-7-isopropoxy-1H-imidazo[4,5-d]pyridazin-4-amine C(CCC)C1=NC=2C(=C(N=NC2N)OC(C)C)N1CC1=CC=C(C=C1)CN(C)C